2-amino-4-fluoro-N-(isoquinolin-4-yl)-5-(trifluoromethyl)benzamide NC1=C(C(=O)NC2=CN=CC3=CC=CC=C23)C=C(C(=C1)F)C(F)(F)F